O=C1C=NC=C(N1)B(O)O 6-OXO-1,6-DIHYDROPYRAZIN-2-YLBORONIC ACID